3-((1-(6-methyl-3-oxo-2,3-dihydro-[1,2,4]triazolo[4,3-a]pyrimidin-7-yl)piperidin-4-yl)oxy)benzonitrile CC=1C(=NC=2N(C1)C(NN2)=O)N2CCC(CC2)OC=2C=C(C#N)C=CC2